FC(C(=O)N[C@@H](C)C(=O)OC(C)(C)C)(F)F tert-butyl (2,2,2-trifluoroacetyl)alaninate